tert-butyl N-[5-iodo-1-(pyridin-3-yl)-1H-pyrazol-4-yl]carbamate IC1=C(C=NN1C=1C=NC=CC1)NC(OC(C)(C)C)=O